CC1(OCCC(C1)N1C[C@@H](CC1)NC1=C(C=C(C=C1)S(=O)(=O)NC(C1=C(C=CC=C1)OC=1C=C2C(=NC1)NC=C2)=O)[N+](=O)[O-])C N-[(4-{[(3R)-1-(2,2-dimethyltetrahydro-2H-pyran-4-yl)pyrrolidin-3-yl]amino}-3-nitrophenyl)sulfonyl]-2-(1H-pyrrolo[2,3-b]pyridin-5-yloxy)benzamide